(S)-(ethyl{[2-(diethyl amino)ethyl]sulfanyl}(ethyl)phosphinate) C(C)CCP([O-])(=O)SCCN(CC)CC